N-Benzyldiethylentriamin C(C1=CC=CC=C1)NCCNCCN